C1(CC1)S(=O)(=O)N1C[C@H]([C@@H](CC1)NC1=NN2C(C=N1)=C(C=C2C2=NC=CC=C2)F)F N-((3R,4R)-1-(cyclopropylsulfonyl)-3-fluoropiperidin-4-yl)-5-fluoro-7-(pyridin-2-yl)pyrrolo[2,1-f][1,2,4]triazin-2-amine